5-methyl-2-(3-(3-(4-(trifluoromethyl)phenyl)-1H-pyrazolo[3,4-b]pyridin-1-yl)azetidine-1-carbonyl)hexadienenitrile CC(=CC=C(C#N)C(=O)N1CC(C1)N1N=C(C=2C1=NC=CC2)C2=CC=C(C=C2)C(F)(F)F)C